ClC1=NC=C(C(=C1)C1=C(C=NC(=C1)C)C(=O)NC=1SC=2N=C(N=CC2N1)N1CCNCC1)OC 2'-chloro-5'-methoxy-6-methyl-N-[5-(piperazin-1-yl)-[1,3]thiazolo[5,4-d]pyrimidin-2-yl]-[4,4'-bipyridine]-3-carboxamide